OC1=CC2=CC(=CC=C2C=C1)N 2-Hydroxy-7-aminonaphthalene